C(C)(=O)OC[C@H](OC)[C@@H](OC)[C@@H](OC(C)=O)[C@H](OC(C)=O)COC(C)=O 1,4,5,6-tetra-O-acetyl-2,3-di-O-methyl-galactitol